3,7-dimethyl-12-oxooxacyclododec-4-en-6-yl acetate C(C)(=O)OC1C=CC(COC(CCCCC1C)=O)C